Dibenzo[c,e]azepine C1=CC=CC2=CNC=C3C(=C21)C=CC=C3